6-(2,6-dichlorophenyl)-8-isopropenyl-2-[[1-(4-piperidyl)pyrazol-4-yl]amino]pyrido[4,3-d]pyrimidin-5-one ClC1=C(C(=CC=C1)Cl)N1C(C2=C(N=C(N=C2)NC=2C=NN(C2)C2CCNCC2)C(=C1)C(=C)C)=O